C(C)OC(=O)C=1NC(=C(C1C)C)S(=O)(=O)Cl 5-(chlorosulfonyl)-3,4-dimethyl-1H-pyrrole-2-carboxylic acid ethyl ester